N-(2'-chloro-4-((methylamino)methyl)-[1,1'-biphenyl]-2-yl)-4-fluorobenzenesulfonamide ClC1=C(C=CC=C1)C1=C(C=C(C=C1)CNC)NS(=O)(=O)C1=CC=C(C=C1)F